tert-butyl 4-((2-((6-methoxypyridin-3-yl)methyl)-1-oxo-1,2-dihydrophthalazin-6-yl)sulfonyl)-1H-indazole-1-carboxylate COC1=CC=C(C=N1)CN1C(C2=CC=C(C=C2C=N1)S(=O)(=O)C1=C2C=NN(C2=CC=C1)C(=O)OC(C)(C)C)=O